((1s,3R,4S)-3,4-dihydroxy-4-(trifluoromethyl)cyclohexyl)-4-(5-(5-fluoro-2-methoxypyridin-4-yl)-1H-pyrazole-3-carbonyl)-4-azaspiro[2.5]octane-7-carboxamide O[C@@H]1C[C@H](CC[C@]1(C(F)(F)F)O)C1CC12N(CCC(C2)C(=O)N)C(=O)C2=NNC(=C2)C2=CC(=NC=C2F)OC